tert-Butyl 4-((4-(4-fluorophenyl)-1,2,3,4-tetrahydroquinoxaline-1-carboxamido)methyl)piperidin-1-carboxylate FC1=CC=C(C=C1)N1CCN(C2=CC=CC=C12)C(=O)NCC1CCN(CC1)C(=O)OC(C)(C)C